NC1=C2N=C(N(C2=NC(=N1)F)CCCS(=O)(=O)NC(C)(C)C)CC=1C=C2C(CCC2=CC1I)F 3-(6-amino-2-fluoro-8-((3-fluoro-6-iodo-2,3-dihydro-1H-inden-5-yl)methyl)-9H-purin-9-yl)-N-(tert-butyl)propane-1-sulfonamide